[5-(1-octylnonoxy)-5-oxo-pentyl] (2S,4R)-4-hydroxy-1-(6-oxo-6-undecoxy-hexyl)pyrrolidine-2-carboxylate O[C@@H]1C[C@H](N(C1)CCCCCC(OCCCCCCCCCCC)=O)C(=O)OCCCCC(=O)OC(CCCCCCCC)CCCCCCCC